CNC1COCC=2NC(C3=C(C21)CCOC3)=O 1-(methylamino)-1,2,5,7,9,10-hexahydro-dipyrano[3,4-b:4',3'-d]pyridin-6(4H)-one